phenanthrene-1,2,7-triol C=1(C(=CC=C2C3=CC=C(C=C3C=CC12)O)O)O